OCCN(C(=O)C(=O)N)CCO N,N-di(2-hydroxyethyl)oxamide